C(=NC(ON1CCN(CC1)C1=CC(=CC=C1)C1=NC(=NC2=CC=C(C=C12)Cl)N=C(N)N)=O)=NC(OC(C)(C)C)=O tert-butyl (4-(3-(6-chloro-2-(diaminomethyleneamino) quinazolin-4-yl)phenyl)piperazin-1-yl) methanediylidenedicarbamate